COC=1C2=C(N=CN1)NC=C2C2C(C2)C 4-Methoxy-5-(2-methylcyclopropyl)-7H-pyrrolo[2,3-d]pyrimidine